6-bromo-4-chloro-quinazoline BrC=1C=C2C(=NC=NC2=CC1)Cl